3-ethyl-7-vinyl-1,8-naphthyridin-2(1H)-one C(C)C=1C(NC2=NC(=CC=C2C1)C=C)=O